2,2-bis[4-(4-aminophenoxy)phenyl]hexafluoropropane 2-(4-(2-((3-(Bis(2-hydroxytetradecyl)amino)butyl)disulfaneyl)ethyl)piperazin-1-yl)ethyl-4-(bis(2-hydroxydodecyl)amino)butanoate OC(CN(C(CCSSCCN1CCN(CC1)CCOC(CCCN(CC(CCCCCCCCCC)O)CC(CCCCCCCCCC)O)=O)C)CC(CCCCCCCCCCCC)O)CCCCCCCCCCCC.NC1=CC=C(OC2=CC=C(C=C2)C(C(F)(F)F)(C(F)(F)F)C2=CC=C(C=C2)OC2=CC=C(C=C2)N)C=C1